ClC=1C=CC=2C=C3N(C2C1)C(C=C3C3=CC=CC=C3)(O)C(F)(F)F 6-Chloro-1-phenyl-3-(trifluoromethyl)-3H-pyrrolo[1,2-a]indol-3-ol